C(#N)C1=CC(=C(C=C1)C1=CC=C(C=C1)CCNC(OC(C)(C)C)=O)C(C)C1=NC(=NC(=C1)N1CCOCC1)C tert-Butyl (2-(4'-cyano-2'-(1-(2-methyl-6-morpholinopyrimidin-4-yl)ethyl)-[1,1'-biphenyl]-4-yl)ethyl)carbamate